3-(cyanomethoxy)benzenesulfonamide C(#N)COC=1C=C(C=CC1)S(=O)(=O)N